CN1CCC(CCC1)C=1C=C2CN(C(C2=CC1)=O)C1C(NC(CC1)=O)=O 3-(5-(1-methyl-azepan-4-yl)-1-oxoisoindolin-2-yl)piperidine-2,6-dione